ethyl (S)-4-(5-((benzyloxy)carbonyl)thiophen-2-yl)-2-(1-(tert-butoxycarbonyl)pyrrolidin-2-yl)-6-(4-fluorophenethyl)-5-(5-methyl-1,3,4-oxadiazol-2-yl)nicotinate C(C1=CC=CC=C1)OC(=O)C1=CC=C(S1)C1=C(C(=NC(=C1C(=O)OCC)[C@H]1N(CCC1)C(=O)OC(C)(C)C)CCC1=CC=C(C=C1)F)C=1OC(=NN1)C